C(C)(C)(C)OC(=O)N1[C@H]2CN(C[C@@H]1CC2)C2=NC(=NC1=C(C(=C(C=C21)F)C2=C(C(=CC(=C2I)Cl)N(CC2=CC(=C(C=C2)OC)I)CC2=CC(=C(C=C2)OC)I)C#N)F)F (1R,5S)-3-(7-(3-(bis(3-iodo-4-methoxybenzyl)amino)-5-chloro-2-cyano-6-iodophenyl)-2,6,8-trifluoroquinazolin-4-yl)-3,8-diazabicyclo[3.2.1]octane-8-carboxylic acid tert-butyl ester